C1=CC=C(C=2OC3=C(C21)C=CC=C3)C3=CC=C(C=C3)N(C3=CC=C(C=C3)C3=CC=C(C=C3)C3=CC=CC=C3)C3=CC=C(C=C3)C3=CC=CC2=C3OC3=C2C=CC=C3 N,N-bis[4-(dibenzofuran-4-yl)phenyl]-4-amino-p-terphenyl